BrC=1C(=NC(=NC1)NC=1C=C2CCN(CC2=CC1)CCC(N)=O)NC1=C(C(=O)NC)C=CC=C1 2-{5-bromo-2-[2-(2-carbamoyl-ethyl)-1,2,3,4-tetrahydro-isoquinolin-6-ylamino]-pyrimidin-4-ylamino}-N-methyl-benzamide